CCCC(C(=O)O)N=[N+]=[N-] azidovaleric acid